2-(6-methoxypyridin-3-yl)-N-((R)-phenyl((R)-1,2,3,4-tetrahydropyrido[2,3-b]pyrazin-3-yl)methyl)ethanamine COC1=CC=C(C=N1)CCN[C@@H]([C@H]1CNC2=C(N1)N=CC=C2)C2=CC=CC=C2